ClC=1C=CC=2N(N1)C(=NN2)[C@@H]2C[C@@H](CCC2)NC2=NC=C(C(=N2)OC2COC2)C(F)(F)F N-[(1R,3S)-3-(6-chloro-[1,2,4]triazolo[4,3-b]pyridazin-3-yl)cyclohexyl]-4-(oxetan-3-yloxy)-5-(trifluoromethyl)pyrimidin-2-amine